4-Amino-N-(1-((4-(Dimethylcarbamoyl)phenyl)amino)-6-Methylisoquinolin-5-yl)thieno[3,2-d]pyrimidin-7-carboxamid NC=1C2=C(N=CN1)C(=CS2)C(=O)NC2=C1C=CN=C(C1=CC=C2C)NC2=CC=C(C=C2)C(N(C)C)=O